C(C)(C)(C)OC(=O)N1CC2=CC(=C(C(=C2C[C@@H]1C)F)N(C(C(F)(F)F)=O)CC(=O)OC)OCC1=CC=CC=C1 (3S)-7-(Phenylmethoxy)-5-fluoro-6-[(2-methoxy-2-oxoethyl)(trifluoroacetyl)amino]-3-methyl-3,4-dihydroisoquinoline-2(1H)-carboxylic acid tert-butyl ester